[N+](=O)([O-])C1=C(C(=O)O)C=C(C=C1)[N+](=O)[O-] 2,5-dinitrobenzoic acid